isoundecane-1-ol C(CCCCCCCC(C)C)O